NC1=NC=2C=C(C(=CC2C2=C1C=NN2C)C(=O)N(N(C(CC)=O)CC)CC2=NC=C(C=C2)C(F)(F)F)F 4-amino-N'-ethyl-7-fluoro-1-methyl-N'-propionyl-N-((5-(trifluoromethyl)pyridin-2-yl)methyl)-1H-pyrazolo[4,3-c]quinoline-8-carbohydrazide